5-chloro-3-ethyl-4-nitro-1-tetrahydro-pyran-2-yl-pyrazole ClC1=C(C(=NN1C1OCCCC1)CC)[N+](=O)[O-]